CN1N=C(C=C1NC(C1=C(C=CC=C1)NC1=C(C=C(C=C1F)F)F)=O)C(F)(F)F N-(1-methyl-3-(trifluoromethyl)-1H-pyrazol-5-yl)-2-((2,4,6-trifluorophenyl)amino)benzamide